2,3-dimethyl-5-phenylpent-1-en-4-yn-3-ol CC(=C)C(C#CC1=CC=CC=C1)(O)C